OC=CC=C 1-hydroxylbutadiene